(phenyl)[(phenyl)(phenylpyridyl)triazinylpyridyl]dibenzoselenophene C1(=CC=CC=C1)C1=C(C2=C([Se]C3=C2C=CC=C3)C=C1)C1=NC=C(C(=C1C1=NN=NC=C1)C1=NC=CC=C1C1=CC=CC=C1)C1=CC=CC=C1